(2R,4S)-N-((S)-1-(((5-((Z)-N'-HYDROXYCARBAMIMIDOYL)THIOPHEN-2-YL)METHYL)AMINO)-1-OXOPROPAN-2-YL)-4-PHENYLPIPERIDINE-2-CARBOXAMIDE O\N=C(/N)\C1=CC=C(S1)CNC([C@H](C)NC(=O)[C@@H]1NCC[C@@H](C1)C1=CC=CC=C1)=O